(S)-1-[(S)-1-({4-[2-(Dimethylamino)-2-oxoethyl]-1-piperidyl}carbonyl)-3-methylbutyl]-3-isobutyl-2-piperazinone CN(C(CC1CCN(CC1)C(=O)[C@H](CC(C)C)N1C([C@@H](NCC1)CC(C)C)=O)=O)C